benzenemethanaminium C1(=CC=CC=C1)C[NH3+]